tert-Butyl 2-amino-5,6-dihydro-4H-cyclopenta[b]thiophene-3-carboxylate NC1=C(C2=C(S1)CCC2)C(=O)OC(C)(C)C